trans-4-t-Butylcyclohexanol C(C)(C)(C)[C@@H]1CC[C@H](CC1)O